5-bromo-6-oxo-1,6-dihydropyridazine-3-carboxylic acid methyl ester COC(=O)C1=NNC(C(=C1)Br)=O